2-[4-[(E)-3-(4-Chlorophenyl)prop-2-enoyl]phenoxy]-N-[(1R,4S,5R,8S,9R,10R,12R,13R)-1,5,9-trimethyl-11,14,15,16-tetraoxatetracyclo[10.3.1.04,13.08,13]hexadecan-10-yl]acetamide ClC1=CC=C(C=C1)/C=C/C(=O)C1=CC=C(OCC(=O)N[C@H]2[C@@H]([C@@H]3CC[C@H]([C@@H]4CC[C@]5(OO[C@]43[C@H](O2)O5)C)C)C)C=C1